FC(CN(C1=NC=2N(C3=CC=C(C=C13)F)C(=NN2)C)C2=CC(=CC(=C2)C#CC2(CC2)C)F)F N-(2,2-difluoroethyl)-7-fluoro-N-(3-fluoro-5-((1-methylcyclopropyl)ethynyl)phenyl)-1-methyl-[1,2,4]triazolo[4,3-a]quinazolin-5-amine